Cl.CN(C)CCCC=C(C(=O)N)C dimethylaminopropyl-methacrylamide hydrochloride